1-phenyl-3-pyrazolidinone C1(=CC=CC=C1)N1NC(CC1)=O